3-(2-n-Hexyloxy-4-diethylaminophenyl)-3-(1-ethyl-2-methylindole-3-yl)-4-azaphthalide C(CCCCC)OC1=C(C=CC(=C1)N(CC)CC)C1(OC(=O)C2=CC=CN=C12)C1=C(N(C2=CC=CC=C12)CC)C